ClS(=O)(=O)CCOCCOCC(=O)OC(C)(C)C tert-butyl 2-(2-(2-(chlorosulfonyl)ethoxy) ethoxy)acetate